2-{1-[(4-bromo-2-nitrophenyl)amino]-3-azabicyclo[3.2.1]octan-3-yl}ethanol BrC1=CC(=C(C=C1)NC12CN(CC(CC1)C2)CCO)[N+](=O)[O-]